CN1C(=C([C@H]2[C@H](O)[C@H](O)[C@@H](CO)O2)C(NC1=O)=O)O 1-Methyl-6-hydroxy-pseudouridine